The molecule is a purine ribonucleoside 5'-monophosphate consisting of 5'-xanthylic acid having an oxo group at the 8-position. It derives from a 5'-xanthylic acid. C([C@@H]1[C@H]([C@H]([C@@H](O1)N2C3=C(C(=O)NC(=O)N3)NC2=O)O)O)OP(=O)(O)O